2-{6-[(5,5-dimethyl-4-azaspiro[2.5]octan-7-yl)oxy]pyridazin-3-yl}-5-(5-fluoro-1H-pyrazol-4-yl)pyridin-3-ol CC1(NC2(CC2)CC(C1)OC1=CC=C(N=N1)C1=NC=C(C=C1O)C=1C=NNC1F)C